FC(C)(F)C1=NC=CC(=C1)NC1=CC(=NC=C1C1=NC=NC(=C1)OC)NC(C)=O N-(4-((2-(1,1-difluoroethyl)pyridin-4-yl)amino)-5-(6-methoxypyrimidin-4-yl)pyridin-2-yl)acetamide